4-amino-2-cyclopentyl-6-phenoxy-pyrimidine-5-carbaldehyde NC1=NC(=NC(=C1C=O)OC1=CC=CC=C1)C1CCCC1